CNC(=O)C1=CC=C(C=N1)C=1CCN(CC1)CC=1C=C2NC(C=3N(C2=C(C1F)F)C=CC3F)=O n-methyl-1'-((3,8,9-trifluoro-4-oxo-4,5-dihydropyrrolo[1,2-a]quinoxalin-7-yl)methyl)-1',2',3',6'-tetrahydro-[3,4'-bipyridine]-6-carboxamide